ClC1=CC(=NC2=C(C=CC=C12)Cl)NC1=NC=CC(=C1)C(F)(F)F (4,8-dichloro-quinolin-2-yl)-(4-trifluoromethyl-pyridin-2-yl)-amine